3-methylimidazo[1,5-a]pyrazin CC1=NC=C2N1C=CN=C2